3-{1-[benzyloxycarbonyl]-4-piperidyl}propanoic acid C(C1=CC=CC=C1)OC(=O)N1CCC(CC1)CCC(=O)O